B(F)(F)F.C[K] methyl-potassium trifluoroborate